2-{[5-(6-phenyl-7,8-dihydronaphthalen-1-yl)pentyl]oxy}oxane C1(=CC=CC=C1)C1=CC=2C=CC=C(C2CC1)CCCCCOC1OCCCC1